[Ir].N=1NC(=CC1)C1=NC=CC=C1 (2-(2H-pyrazol-3-yl)-pyridine) iridium